[Ga]1=CC=CC=C1 gallinine